CNC1=NC=C(C=N1)C(CC(=O)O)N1N=CC2=CC(=CC=C12)OCCC1=NC=2NCCCC2C=C1 3-(2-(methylamino)pyrimidin-5-yl)-3-(5-(2-(5,6,7,8-tetrahydro-1,8-naphthyridin-2-yl)ethoxy)-1H-indazol-1-yl)propionic acid